ClC=1C=C(C=CC1F)NC(N([C@H](C)C1=CNC(C2=CC=CC=C12)=O)CC1COC(OC1)(C)C)=O (R)-3-(3-chloro-4-fluorophenyl)-1-((2,2-dimethyl-1,3-dioxane-5-yl)methyl)-1-(1-(1-oxo-1,2-dihydroisoquinolin-4-yl)ethyl)urea